C(C=C)(=O)NC(CS(=O)(=O)[O-])(C)C.[Li+] lithium 2-acrylamido-2-methyl-1-propanesulfonate